2-cyclopentyl-N-(3-(1-methyl-1H-pyrazol-4-yl)benzyl)-3H-imidazo[4,5-c]pyridine-4-carboxamide C1(CCCC1)C1=NC2=C(C(=NC=C2)C(=O)NCC2=CC(=CC=C2)C=2C=NN(C2)C)N1